1-((3s,4r)-4-(3,4-difluorophenyl)-1-(2-methoxyethyl)pyrrolidin-3-yl)-3-(4-fluoro-1,3-diphenyl-1H-pyrazol-5-yl)urea FC=1C=C(C=CC1F)[C@H]1[C@@H](CN(C1)CCOC)NC(=O)NC1=C(C(=NN1C1=CC=CC=C1)C1=CC=CC=C1)F